NC1=C2CC[C@@H](N(C2=CC=C1N[C@@H]1C[C@H](CCC1)C(=O)OC)C(=O)OC)C methyl (2S)-5-amino-6-[[(1S,3S)-3-methoxycarbonylcyclohexyl]amino]-2-methyl-3,4-dihydro-2H-quinoline-1-carboxylate